3,5-difluoro-N2-(pyridin-3-ylmethyl)benzene-1,2-diamine FC1=C(C(=CC(=C1)F)N)NCC=1C=NC=CC1